O.Cl.Cl.CC1=C(C(=CC(=C1)C)C)[C@@H]([C@@H](N)C1=C(C=C(C=C1C)C)C)N (1S,2S)-1,2-bis(2,4,6-trimethylphenyl)ethylenediamine dihydrochloride hydrate